methyl 4-bromo-2-(bromomethyl)-6-(difluoromethoxy)benzoate BrC1=CC(=C(C(=O)OC)C(=C1)OC(F)F)CBr